2-((1-(2-(3-azabicyclo[3.1.0]hexan-3-yl)-3-methyl-4-oxo-6-(trifluoromethyl)-3,4-dihydroquinazolin-8-yl)ethyl)amino)benzoic acid C12CN(CC2C1)C1=NC2=C(C=C(C=C2C(N1C)=O)C(F)(F)F)C(C)NC1=C(C(=O)O)C=CC=C1